N[C@H](C)C=1C(=C(C=CC1)C(CCC1CN(C1)C(=O)OC(C)(C)C)(F)F)F tert-butyl (R)-3-(3-(3-(1-aminoethyl)-2-fluorophenyl)-3,3-difluoropropyl)azetidine-1-carboxylate